copper phosphite manganese [Mn+2].P([O-])([O-])[O-].[Cu+2]